C(C)(C)(C)OC(N[C@H](C(=O)NC1(CC1)C#N)CC(C)C)=O (S)-(1-((1-cyanocyclopropyl)amino)-4-methyl-1-oxopentan-2-yl)carbamic acid tert-butyl ester